3-{5-amino-6-[1-(2,6-dichloro-phenyl)-ethoxy]-pyrazin-2-yl}-N-(3-pyrrolidin-1-yl-propyl)-benzamide NC=1N=CC(=NC1OC(C)C1=C(C=CC=C1Cl)Cl)C=1C=C(C(=O)NCCCN2CCCC2)C=CC1